N-myristoyl-phenylalanine C(CCCCCCCCCCCCC)(=O)N[C@@H](CC1=CC=CC=C1)C(=O)O